2-chloro-6-(ethyl-oxy)quinoline-3-carboxylic acid ClC1=NC2=CC=C(C=C2C=C1C(=O)O)OCC